2-{[(S)-2-methoxy-1-methylethylamino]methyl}-6-{6-cyclopropyl-4-[4-fluoro-2-(5-methyl-1,3-oxazol-4-yl)phenyl]-2-pyridyl}-1,6-dihydro-1,4,6-triaza-7-indenone COC[C@H](C)NCC=1NC=2C(N(C=NC2C1)C1=NC(=CC(=C1)C1=C(C=C(C=C1)F)C=1N=COC1C)C1CC1)=O